NCC1(CCN(CC1)C(=O)C=1NC2=CC=C(C(=C2C1Cl)Cl)F)F (4-(aminomethyl)-4-fluoropiperidin-1-yl)(3,4-dichloro-5-fluoro-1H-indol-2-yl)methanone